2-[[6-(1,3-Benzothiazol-2-ylamino)-5-methyl-pyridazin-3-yl]-(5-piperazin-1-ylpentyl)amino]-5-[3-[4-[3-(dimethylamino)prop-1-ynyl]-2-fluoro-phenoxy]propyl]thiazole-4-carboxylic acid S1C(=NC2=C1C=CC=C2)NC2=C(C=C(N=N2)N(C=2SC(=C(N2)C(=O)O)CCCOC2=C(C=C(C=C2)C#CCN(C)C)F)CCCCCN2CCNCC2)C